OC1=NC=C(C(=N1)O)C=1C=CC(N(N1)CC=1C=NC=C(C1)F)=O 6-(2,4-dihydroxypyrimidin-5-yl)-2-((5-fluoropyridin-3-yl)methyl)pyridazine-3(2H)-one